C1(=CC=CC=C1)N1CCC(CC1)CNC1=C(C(N(N=C1)COCC[Si](C)(C)C)=O)C(F)(F)F 5-(((1-phenylpiperidin-4-yl)methyl)amino)-4-trifluoromethyl-2-((2-(trimethylsilyl)ethoxy)methyl)pyridazin-3(2H)-one